(4R,5S)-4-Hydroxy-5-((R)-5H-imidazo[5,1-a]isoindol-5-yl)-4,5,6,7-tetrahydrobenzo[d]thiazol-2-carboxamid O[C@@H]1[C@@H](CCC2=C1N=C(S2)C(=O)N)[C@H]2N1C(C3=CC=CC=C23)=CN=C1